SC(C(=O)O)(S)S trimercaptoacetic acid